(tert-butoxycarbonyl)-L-alanyl-L-alaninate C(C)(C)(C)OC(=O)N[C@@H](C)C(=O)N[C@@H](C)C(=O)[O-]